valin chloride N[C@@H](C(C)C)C(=O)Cl